(3R)-3-({7-(methanesulfonyl)-2-[1-(propan-2-yl)-1H-pyrazol-4-yl][1,2,4]triazolo[1,5-c]quinazolin-5-yl}amino)azepan-2-one CS(=O)(=O)C1=CC=CC=2C=3N(C(=NC12)N[C@H]1C(NCCCC1)=O)N=C(N3)C=3C=NN(C3)C(C)C